FC=1C(=C(C=C(C1)C)CC(=O)O)C 3-fluoro-2,5-dimethylphenylacetic acid